tert-butyl 3-(methylsulfonyloxymethyl)azetidine-1-carboxylate CS(=O)(=O)OCC1CN(C1)C(=O)OC(C)(C)C